(1R,3S,5R)-2-(2-(3-acetyl-5-(2-methylpyrimidin-5-yl)-1H-pyrazolo[3,4-c]pyridin-1-yl)acetyl)-N-(6-bromopyridin-2-yl)-5-methyl-2-azabicyclo[3.1.0]hexane-3-carboxamide C(C)(=O)C1=NN(C2=CN=C(C=C21)C=2C=NC(=NC2)C)CC(=O)N2[C@@H]1C[C@@]1(C[C@H]2C(=O)NC2=NC(=CC=C2)Br)C